5-(4-aminopiperidin-1-yl)-3-isopropyl-N-(2-(3-morpholino-1H-pyrazol-1-yl)benzyl)-2H-pyrazolo[4,3-d]pyrimidin-7-amine 2,2,2-trifluoroacetate FC(C(=O)O)(F)F.NC1CCN(CC1)C=1N=C(C=2C(N1)=C(NN2)C(C)C)NCC2=C(C=CC=C2)N2N=C(C=C2)N2CCOCC2